COC1=CC=C(C=C1)C1=NC2=CC=CC=C2C(=C1)NCCN1CCN(CC1)C 2-(4-Methoxyphenyl)-N-(2-(4-methylpiperazin-1-yl)ethyl)quinolin-4-amine